ClC1=CC2=C(N=CN(C2=O)CC(C)(C)O)C(=N1)N1C=NC=C1 6-chloro-3-(2-hydroxy-2-methylpropyl)-8-(1H-imidazol-1-yl)pyrido[3,4-d]pyrimidin-4(3H)-one